C(C=C)OCCCCC1=CC=C(C=C1)Br (4-allyloxybutyl)-4-bromo-benzene